O=C(CCCCCCCCCCCCCCC)N[C@@H](CCCCN)C(=O)N[C@@H]([C@H](O)C)C(=O)N[C@@H](CC1=CC=CC=C1)C(=O)N[C@@H](CCCCN)C(=O)O N2-(1-oxohexadecyl)-L-lysyl-L-threonyl-L-phenylalanyl-L-Lysine